(3S,4R)-4-((7-(5-(tert-butyl)pyridin-2-yl)-5-fluoro-6-iodopyrrolo[2,1-f][1,2,4]triazin-2-yl)amino)tetrahydro-2H-pyran-3-ol C(C)(C)(C)C=1C=CC(=NC1)C1=C(C(=C2C=NC(=NN21)N[C@H]2[C@@H](COCC2)O)F)I